C(CCCCCCCCC)(=O)[O-].[Cu+2].C(CCCCCCCCC)(=O)[O-] copper (decanoate)